(1R)-1-{5-[2-(1H-Pyrazol-1-yl)phenyl]-1,2,4-oxadiazol-3-yl}-6-azaspiro[2.5]octan-6-sulfonamid N1(N=CC=C1)C1=C(C=CC=C1)C1=NC(=NO1)[C@@H]1CC12CCN(CC2)S(=O)(=O)N